(2-(1H-indol-7-yl)-1H-imidazol-4-yl)(3,4,5-trimethoxyphenyl)methanone N1C=CC2=CC=CC(=C12)C=1NC=C(N1)C(=O)C1=CC(=C(C(=C1)OC)OC)OC